3-[3-methyl-2-oxo-4-[[4-[2-(4-piperidyl)ethyl]-1-piperidyl]methyl]benzimidazol-1-yl]piperidine-2,6-dione CN1C(N(C2=C1C(=CC=C2)CN2CCC(CC2)CCC2CCNCC2)C2C(NC(CC2)=O)=O)=O